N-({2-[5-Chloro-2-(2H-1,2,3-triazol-2-yl)benzoyl]-4-methyl-2-azabicyclo[3.1.1]heptan-3-yl}methyl)-6-fluoro-1,3-benzothiazol-2-amin ClC=1C=CC(=C(C(=O)N2C3CC(C(C2CNC=2SC4=C(N2)C=CC(=C4)F)C)C3)C1)N1N=CC=N1